C1(=CC=CC=C1)C1=NNC(=C1O)C 3-Phenyl-5-methyl-pyrazol-4-ol